OCC12CCC(CC1)(CC2)C=O 4-(hydroxymethyl)bicyclo[2.2.2]Octane-1-carbaldehyde